4-[5-(6-acetyl-2,6-diazaspiro[3.3]heptane-2-carbonyl)-2-methoxy-phenyl]-6-butyl-1H-pyrrolo[2,3-c]pyridin-7-one C(C)(=O)N1CC2(CN(C2)C(=O)C=2C=CC(=C(C2)C=2C3=C(C(N(C2)CCCC)=O)NC=C3)OC)C1